OC1=C(C=C2C(=N1)CC(OC2)(C)C)C#N 2-hydroxy-7,7-dimethyl-7,8-dihydro-5H-pyrano[4,3-b]pyridine-3-carbonitrile